Indol-4-olate N1C=CC=2C(=CC=CC12)[O-]